FC(OC=1C=C(C=CC1)C=1C(=C2N(N1)CCC2)C=2C=CC=1N(C2)C=CN1)(F)F 6-(2-(3-Trifluoromethoxyphenyl)-5,6-dihydro-4H-pyrrolo[1,2-b]pyrazol-3-yl)imidazo[1,2-a]pyridine